NC1=C(C=C(C=C1C)COC)NC(=O)C1=CC(=NN1C(C)(C)C)C1CC2(OCCO2)CC1 N-(2-amino-5-(methoxymethyl)-3-methylphenyl)-1-(tert-butyl)-3-(1,4-dioxaspiro[4.4]nonan-7-yl)-1H-pyrazole-5-carboxamide